(E)-N-(3-bromo-5-chloro-2-fluorophenyl)-2-(hydroxyimino)acetamide BrC=1C(=C(C=C(C1)Cl)NC(/C=N/O)=O)F